6-((4-methoxybenzyl) oxy)-5,6,7,8-tetrahydropyrazolo[5,1-b][1,3]oxazepine-2-carboxylate COC1=CC=C(COC2CCN3C(OC2)=CC(=N3)C(=O)[O-])C=C1